F[C@H]1[C@H](C1)C(=O)NC1=CC=C2C(=N1)N(C=C2C2=C(C=CC=C2OC)F)COCC[Si](C)(C)C (1R,2R)-2-fluoro-N-[3-(2-fluoro-6-methoxyphenyl)-1-[[2-(trimethylsilyl)ethoxy]methyl]pyrrolo[2,3-b]pyridin-6-yl]cyclopropane-1-carboxamide